C(CCCCCCC)OC1=CC(=C(C=C1)C1=NC(=NC(=N1)C1=C(C=C(C=C1)C)C)C1=C(C=C(C=C1)C)C)O 2-(4-octyloxy-2-hydroxyphenyl)-4,6-bis(2,4-dimethylphenyl)-1,3,5-triazine